3-(5-(1-benzylpiperidin-4-yl)-6-chloro-1-oxoisoindolin-2-yl)piperidine-2,6-dione C(C1=CC=CC=C1)N1CCC(CC1)C=1C=C2CN(C(C2=CC1Cl)=O)C1C(NC(CC1)=O)=O